ClC1=C(C=CC(=C1)[N+](=O)[O-])NC(=O)NCC1=NC(=NO1)C=1C=NC=CC1 1-(2-chloro-4-nitrophenyl)-3-{[3-(pyridin-3-yl)-1,2,4-oxadiazol-5-yl]methyl}urea